NC1=NC=C2C(=N1)N(C(N(C2=O)C=2C(=C(C=CC2F)NS(=O)(=O)C=2C(=NC=C(C2)Cl)OC)F)=O)C2CC2 N-(3-(7-amino-1-cyclopropyl-2,4-dioxo-1,4-dihydropyrimido[4,5-d]pyrimidin-3(2H)-yl)-2,4-difluorophenyl)-5-chloro-2-methoxypyridine-3-sulfonamide